tert-butyl ((5-(hydroxymethyl)pyrimidin-2-yl)methyl)carbamate OCC=1C=NC(=NC1)CNC(OC(C)(C)C)=O